C(C)(C)(C)N1C[C@H]([C@@H](C1)C1=CC=C(C=C1)Cl)C(=O)N1[C@@H](C[C@@H](C1)N(C(CC)=O)C1CCC(CC1)C)C(=O)O (2S,4S)-1-((3S,4R)-1-(tert-butyl)-4-(4-chlorophenyl)pyrrolidine-3-carbonyl)-4-(N-((1s,4R)-4-methylcyclohexyl)propionamido)pyrrolidine-2-carboxylic acid